1-(4-fluorophenyl)-2-oxo-1,2-dihydropyridine-3-carboxamide Hydrochloride Cl.FC1=CC=C(C=C1)N1C(C(=CC=C1)C(=O)N)=O